C(C)SC1=NC(=CC(=C1C(=O)NCC1=CC=C(C=C1)S(=O)(=O)C)C)N1CCOCC1 2-Ethylsulfanyl-4-methyl-N-[(4-methylsulfonyl-phenyl)-methyl]-6-morpholin-4-yl-pyridine-3-carboxylic acid amide